C(C)S(=O)(=O)N1C[C@@H]([C@H](CC1)C=1C=2N(C(=C(N1)C=1C=NNC1)OC(C)C)N=C(N2)N)C ((3R,4S)-1-(ethylsulfonyl)-3-methylpiperidin-4-yl)-5-isopropoxy-6-(1H-pyrazol-4-yl)-[1,2,4]triazolo[1,5-a]pyrazin-2-amine